tert-butyl N-[(1R,3S)-3-(morpholine-4-carbonyl)cyclohexyl]carbamate N1(CCOCC1)C(=O)[C@@H]1C[C@@H](CCC1)NC(OC(C)(C)C)=O